N1CC(C1)C(=O)N([C@@H](C(C)C)C(=O)OC)C methyl N-(azetidine-3-carbonyl)-N-methyl-L-valinate